FC=1C=C(C=C(C1)C(F)(F)F)C1=CC(=C2C(=N1)N=C(N2)C2=CC=C(C=C2)N2CCC1(CC(NC1)=O)CC2)N(C)CC2(CCC2)COC 8-(4-{5-[3-Fluoro-5-(trifluoromethyl)phenyl]-7-[{[1-(methoxymethyl)cyclobutyl]methyl}(methyl)amino]-1H-imidazo[4,5-b]pyridin-2-yl}phenyl)-2,8-diazaspiro[4.5]decan-3-on